methyl-2-(2-isopropyl-4-methyl-1,3-dioxo-1,2,3,4-tetrahydroisoquinolin-4-yl)acetate COC(CC1(C(N(C(C2=CC=CC=C12)=O)C(C)C)=O)C)=O